C(C)[C@@H]1N(C[C@H](N(C1)C(C)C1=CC2=C(N=C(S2)C)C=C1F)CC)C=1C=2C(N(C(N1)=O)C)=CN(N2)C2OCCCC2 7-((2S,5R)-2,5-diethyl-4-(1-(5-fluoro-2-methylbenzo[d]thiazol-6-yl)ethyl)piperazin-1-yl)-4-methyl-2-(tetrahydro-2H-pyran-2-yl)-2,4-dihydro-5H-pyrazolo[4,3-d]pyrimidin-5-one